3-(4-chlorophenyl)-3-fluorocyclobutanol ClC1=CC=C(C=C1)C1(CC(C1)O)F